CC1(OB(OC1(C)C)C=1C=NNC1)C 4,4,5,5-tetramethyl-2-(1H-pyrazol-4-yl)-1,3,2-dioxaborolane